C=CC(CC=CCC)O oct-1,5-dien-3-ol